C(C1=CC=CC=C1)(=O)O[C@@H](C(=O)O)C (R)-2-(benzoyloxy)propionic acid